BrC1=CC=C(C=C1)C=1OC(=NN1)CCl 2-(4-bromophenyl)-5-(chloromethyl)-1,3,4-oxadiazole